C(CCCCCCCC)NC1CCN(CC1)C=1C2=C(N=CN1)NC=C2 N-nonyl-1-(7H-pyrrolo[2,3-d]pyrimidin-4-yl)piperidin-4-amine